C(C)N(CC)[Sn](CCCC)(CCCC)N(CC)CC Bis(diethylamino)dibutyl-tin